5-(3,6-diazabicyclo[3.1.1]heptan-3-yl)-N-((R)-1-(3-(1-ethyl-1H-pyrazol-3-yl)-5-(1-methyl-1H-pyrazol-4-yl)phenyl)ethyl)-2-methylbenzamide C12CN(CC(N1)C2)C=2C=CC(=C(C(=O)N[C@H](C)C1=CC(=CC(=C1)C=1C=NN(C1)C)C1=NN(C=C1)CC)C2)C